C(N)(OCC1=CC(=CC(=C1)OC)OC)=O 3,5-dimethoxybenzyl carbamate